Ethane ammonium bromide [Br-].[NH4+].CC